C(C)C1=NC(=CC(=C1)CC)CC 2,4,6-triethylpyridine